ClCC1=CN=CC(=N1)NC1C(NC(CC1)=O)=O 3-((6-(Chloromethyl)pyrazin-2-yl)amino)piperidine-2,6-dione